BrC=1C=C(C=CC1)[C@@H](CC1=NN=CN1C)C (R)-3-(2-(3-bromophenyl)propyl)-4-methyl-4H-1,2,4-triazole